1-Bromo-4-(2-(difluoromethoxy)-1,1-difluoroethoxy)benzene BrC1=CC=C(C=C1)OC(COC(F)F)(F)F